[2-(7-Fluoro-4-methoxy-2-methyl-indol-1-yl)-ethyl]-[6-(4-pyridin-2-yl-phenyl)-pyrimidin-4-yl]-amine FC=1C=CC(=C2C=C(N(C12)CCNC1=NC=NC(=C1)C1=CC=C(C=C1)C1=NC=CC=C1)C)OC